C(#C)OC1=CC=C(C=C1)F 1-(Ethynyloxy)-4-fluorobenzene